(E)-4-(2,6,6-trimethyl-1-cyclohex-2-enyl)but-3-en-2-one CC=1C(C(CCC1)(C)C)/C=C/C(C)=O